tert-Butyl ((3R,4S)-1-(2-(1-ethyl-1H-indol-2-yl)-1-methyl-1H-benzo[d]imidazole-5-carbonyl)-4-fluoropiperidin-3-yl)carbamate C(C)N1C(=CC2=CC=CC=C12)C1=NC2=C(N1C)C=CC(=C2)C(=O)N2C[C@H]([C@H](CC2)F)NC(OC(C)(C)C)=O